trans-3-((5-(trifluoromethyl)pyridin-2-yl)oxy)cyclobutan-1-amine hydrochloride Cl.FC(C=1C=CC(=NC1)O[C@@H]1C[C@H](C1)N)(F)F